C(C)OC(=O)C1=CN(C2=CC=CC=C2C1=O)C=1C=NC(=CC1)N1CC(C1)N(C)C 1-{6-[3-(dimethylamino)azetidin-1-yl]pyridin-3-yl}-4-oxo-1,4-dihydroquinoline-3-carboxylic acid ethyl ester